C(C)(C)(C)OC(=O)N(C(OC(C)(C)C)=O)C1=NC(=C(C(=N1)C1CC1)C1=NC=C2N(C(N(C2=N1)CC1=CC=C(C=C1)C=1N(C=C(N1)C(F)(F)F)C)=N)C)OC tert-butyl N-tert-butoxycarbonyl-N-[4-cyclopropyl-5-[8-imino-7-methyl-9-[[4-[1-methyl-4-(trifluoromethyl)imidazol-2-yl]phenyl]methyl]purin-2-yl]-6-methoxy-pyrimidin-2-yl]carbamate